C(C)(C)/C(=C/C(=O)O)/C(=O)O 3-isopropylmaleic acid